4-FluoroPhenyl-boronic acid FC1=CC=C(C=C1)B(O)O